1,2-bis(trismesitoylgermyl)terephthalate C1(=C(C(=CC(=C1)C)C)C(=O)[Ge](C1(C(=O)[O-])C(C=C(C(=O)[O-])C=C1)[Ge](C(=O)C1=C(C=C(C=C1C)C)C)(C(=O)C1=C(C=C(C=C1C)C)C)C(=O)C1=C(C=C(C=C1C)C)C)(C(=O)C1=C(C=C(C=C1C)C)C)C(=O)C1=C(C=C(C=C1C)C)C)C